C1(=CC=CC=C1)NC(=O)[C@@H]1[C@H]2CCO[C@@H]12 |o1:9,10,14| rel-(1R,5R,6R)-N-phenyl-2-oxabicyclo[3.1.0]hexane-6-carboxamide